C(C1=CC=CC=C1)[C@@H]1N(C(OC1)=O)C([C@@H](CC1=NC2=C(N1C)C=C(C=C2)Br)[C@@H]2CN(CC2)C(=O)OC(C)(C)C)=O tert-butyl (R)-3-((S)-1-((S)-4-benzyl-2-oxooxazolidin-3-yl)-3-(6-bromo-1-methyl-1H-benzo[d]imidazol-2-yl)-1-oxopropane-2-yl)pyrrolidine-1-carboxylate